CC=1C=C(C=CC1)P(C1=CC=CC2=CC=CC=C12)(C1=CC(=CC=C1)C)=O di(m-methylphenyl)naphthyl-phosphine oxide